ClC=1C(=C2C=NNC2=C(C1F)C(C)OC)C=1N=CC=2N(C1)C=C(N2)NC(=O)[C@H]2[C@H](C2)F (1S,2S)-N-(6-(5-chloro-6-fluoro-7-(1-methoxyethyl)-1H-indazol-4-yl)imidazo[1,2-a]pyrazin-2-yl)-2-fluorocyclopropane-1-carboxamide